BrC1=CC=C(OCC2(CC2)O)C=C1 1-(4-bromo-phenoxymethyl)-cyclopropanol